COC1=C(C=C(C=C1)[N+](=O)[O-])O 2-methoxy-5-nitrophenol